4-chloro-3-(5,7-difluoro-4-oxo-6-(piperazin-1-yl)-1,4-dihydroquinolin-2-yl)benzonitrile ClC1=C(C=C(C#N)C=C1)C=1NC2=CC(=C(C(=C2C(C1)=O)F)N1CCNCC1)F